FC=1C=CC(=C(C1)[C@@H]1C2=C(NC(=C1C(=O)OC)CF)COC2=O)C(F)(F)F methyl (R)-4-(5-fluoro-2-(trifluoromethyl) phenyl)-2-(fluoromethyl)-5-oxo-1,4,5,7-tetrahydrofuro[3,4-b]pyridine-3-carboxylate